N-(5-(3-bromophenyl)-1,3,4-oxadiazol-2-yl)-4-iodobenzamide BrC=1C=C(C=CC1)C1=NN=C(O1)NC(C1=CC=C(C=C1)I)=O